2-cyano-N-(3-(4'-((S)-4-hydroxy-3-(2-((S)-1-hydroxyethyl)-1H-imidazol-1-yl)but-1-yn-1-yl)-[1,1'-biphenyl]-4-yl)cyclobutyl)acetamide C(#N)CC(=O)NC1CC(C1)C1=CC=C(C=C1)C1=CC=C(C=C1)C#C[C@@H](CO)N1C(=NC=C1)[C@H](C)O